ClC=1C=C(C=CC1Cl)C1(CC1)CNS(=O)(=O)C1=CC=C(C=C1)OC(F)(F)F N-((1-(3,4-dichlorophenyl)cyclopropyl)methyl)-4-(trifluoromethoxy)benzenesulfonamide